8-chloro-1-[(2R,4R)-2-methyltetrahydro-2H-pyran-4-yl]-2-(1,3-thiazol-4-ylmethyl)(4-2H)-1H-imidazo[4,5-c]quinoline ClC1=CC=2C3=C(C(=NC2C=C1)[2H])N=C(N3[C@H]3C[C@H](OCC3)C)CC=3N=CSC3